6-(3-(5-(1-(2-fluoroethyl)piperidin-4-yl)pyrazin-2-yl)-4-isopropyl-1H-pyrazol-5-yl)-8-methoxy-[1,2,4]triazolo[1,5-a]pyridine FCCN1CCC(CC1)C=1N=CC(=NC1)C1=NNC(=C1C(C)C)C=1C=C(C=2N(C1)N=CN2)OC